N-(1-(3,4,5-trimethoxyphenyl)-1H-imidazol-4-yl)pyrrolo[2,1-f][1,2,4]triazin-4-amine COC=1C=C(C=C(C1OC)OC)N1C=NC(=C1)NC1=NC=NN2C1=CC=C2